OCCCC1=NOC(=C1)C(C(=O)OCC)C(C)C ethyl 2-[3-(3-hydroxypropyl)-1,2-oxazol-5-yl]-3-methylbutanoate